6-bromo-2-(3-(2-((1,5-dimethyl-1H-pyrazol-3-yl)amino)-5-methylpyrimidin-4-yl)-1H-indol-7-yl)isoindolin-1-one BrC1=CC=C2CN(C(C2=C1)=O)C=1C=CC=C2C(=CNC12)C1=NC(=NC=C1C)NC1=NN(C(=C1)C)C